rac-6-(2-((3aR,5r,6aS)-5-(3,4-difluorophenoxy)hexahydrocyclopenta[c]pyrrol-2(1H)-yl)-1-hydroxyethyl)pyridin-3-ol FC=1C=C(OC2C[C@@H]3[C@@H](CN(C3)CC(O)C3=CC=C(C=N3)O)C2)C=CC1F